(S)-7-(1-(2-fluoro-6-methylphenyl)piperidin-4-yl)-5-(5,6,7,8-tetrahydroquinolin-8-yl)pyrido[2,3-b]pyrazin-6(5H)-one FC1=C(C(=CC=C1)C)N1CCC(CC1)C1=CC=2C(=NC=CN2)N(C1=O)[C@H]1CCCC=2C=CC=NC12